CC1(OB(OC1(C)C)C=1C=C2CC(NC2=CC1)=O)C 5-(4,4,5,5-tetramethyl-1,3,2-dioxaborolan-2-yl)-2,3-dihydro-1H-indol-2-one